N-((1s,3s)-3-((4-methoxy-5-(3-methyl-[1,2,4]triazolo[4,3-a]pyridin-6-yl)-7H-pyrrolo[2,3-d]pyrimidin-2-yl)amino)-1-methylcyclobutyl)acetamide COC=1C2=C(N=C(N1)NC1CC(C1)(C)NC(C)=O)NC=C2C=2C=CC=1N(C2)C(=NN1)C